(+/-)-(1S,3S)-3-(4-(5-((3-cyclopentyl-3-methylureido)methyl)-1-methyl-1H-1,2,3-triazol-4-yl)phenoxy)cyclohexane-1-carboxylic acid C1(CCCC1)N(C(NCC1=C(N=NN1C)C1=CC=C(O[C@@H]2C[C@H](CCC2)C(=O)O)C=C1)=O)C |r|